2-bromo-4-cyclopropyl-7-fluoronaphthalen-1-amine BrC1=C(C2=CC(=CC=C2C(=C1)C1CC1)F)N